N-[2-(1,4-Diazepan-1-yl)ethyl]-N-(3,5-dimethoxyphenyl)-3-(1-methylpyrazol-4-yl)quinoxalin-6-amine N1(CCNCCC1)CCN(C=1C=C2N=C(C=NC2=CC1)C=1C=NN(C1)C)C1=CC(=CC(=C1)OC)OC